CN(C(=O)C=1SC(=CC1)C1=CC(=CC(=C1)[C@@H](C)NC(C1=C(C=CC(=C1)N1CCN(CC1)C)C)=O)C=1C=NN(C1)C)C (R)-N,N-dimethyl-5-(3-(1-methyl-1H-pyrazol-4-yl)-5-(1-(2-methyl-5-(4-methylpiperazin-1-yl)benzamido)ethyl)phenyl)thiophene-2-carboxamide